(3-((tetrahydro-2H-pyran-2-yl)oxy)propoxy)propan-1-ol benzyl-(1-(tert-butyl)-3-((1S,3R)-3-hydroxycyclopentyl)-1H-pyrazol-5-yl)carbamate C(C1=CC=CC=C1)N(C(=O)OC(CC)OCCCOC1OCCCC1)C1=CC(=NN1C(C)(C)C)[C@@H]1C[C@@H](CC1)O